FC1=CC=CC(=N1)CN1C(C2=CC=CC=C2C1)=O 2-((6-fluoropyridin-2-yl)methyl)isoindolin-1-one